tert-butyl (3-(4-bromo-1H-pyrazol-1-yl)propyl)carbamate BrC=1C=NN(C1)CCCNC(OC(C)(C)C)=O